tert-butyl N-[2-[4-(hydroxymethyl)cyclohexyl]indazol-5-yl]carbamate OCC1CCC(CC1)N1N=C2C=CC(=CC2=C1)NC(OC(C)(C)C)=O